(((2R)-1-acetyl-4-(4-(difluoromethoxy)-3-isopropoxyphenyl)pyrrolidine-2-carboxamido)methyl)benzoic acid C(C)(=O)N1[C@H](CC(C1)C1=CC(=C(C=C1)OC(F)F)OC(C)C)C(=O)NCC1=C(C(=O)O)C=CC=C1